hydroxy Hexanoate C(CCCCC)(=O)OO